2,6-di(hydroxymethyl)pyridine OCC1=NC(=CC=C1)CO